CN1C(C2=C(C=C1)COC2)=O 5-Methyl-3,5-dihydrofuro[3,4-c]pyridin-4(1H)-one